C1(CCCCC1)CNCC=1C=CC=2N(C1)C=C(N2)CN2N=NC(=C2)C=2C=NC=C(C2)N2CCCC2 N-(cyclohexyl-methyl)-1-[2-[[4-(5-pyrrolidin-1-yl-3-pyridyl)triazol-1-yl]methyl]imidazo[1,2-a]pyridin-6-yl]methylamine